(S)-N-((R*)-1-(6-((R)-1-(1,3-dioxoisoindolin-2-yl)ethyl)-1-((2-(trimethylsilyl)ethoxy)methyl)-1H-benzo[d]imidazol-2-yl)-4,4,4-trifluoro-3,3-dimethylbutyl)-2-methylpropane-2-sulfinamide O=C1N(C(C2=CC=CC=C12)=O)[C@H](C)C=1C=CC2=C(N(C(=N2)[C@@H](CC(C(F)(F)F)(C)C)N[S@@](=O)C(C)(C)C)COCC[Si](C)(C)C)C1 |o1:21|